tert-butyl (2R,5S)-5-{[(benzyloxy)carbonyl]amino}-2-[N-(4-chlorobenzoyl)hydrazinecarbonyl]piperidine-1-carboxylate C(C1=CC=CC=C1)OC(=O)N[C@H]1CC[C@@H](N(C1)C(=O)OC(C)(C)C)C(=O)N(N)C(C1=CC=C(C=C1)Cl)=O